C1(CCC1)OC1=CC2=C(CN(CCC2)C2=CC(=C(C(=C2)C)NC(CC(C)(C)C)=O)C)C=C1 N-(4-(7-cyclobutoxy-1,3,4,5-tetrahydro-2H-benzo[c]azepine-2-yl)-2,6-dimethyl-phenyl)-3,3-dimethylbutyramide